C1(=CC=CC=C1)NCC#C phenyl-prop-2-ynylamine